C(C1=CC=CC=C1)OC(=O)N[C@H](C(=O)O)CF (2R)-2-{[(benzyloxy)carbonyl]amino}-3-fluoropropanoic acid